(2e)-3-(furan-2-yl)-2-methylprop-2-enal O1C(=CC=C1)/C=C(/C=O)\C